NONANDIENAL DIETHYL ACETAL C(C)OC(C=CC=CCCCC)OCC